C1(=CC=CC=C1)C=1C=CN2C=CC(=CC12)C(=O)N 1-phenyl-indolizine-7-amide